4,5-bis(benzyloxy)-6-((benzyloxy)methyl)-2-methoxytetrahydro-2H-pyran-3-amine C(C1=CC=CC=C1)OC1C(C(OC(C1OCC1=CC=CC=C1)COCC1=CC=CC=C1)OC)N